4-(2-hydroxy-3-o-tolylaminopropyl)-1,3-dihydroimidazole-2-thione OC(CC=1NC(NC1)=S)CNC1=C(C=CC=C1)C